CCCC/C=C\CCCCCCCC(=O)O[C@H](COC(=O)CCCC/C=C\C/C=C\C/C=C\C/C=C\CC)COP(=O)(O)OC[C@@H](C(=O)O)N 1-(6Z,9Z,12Z,15Z-octadecatetraenoyl)-2-(9Z-tetradecenoyl)-glycero-3-phosphoserine